6-(4-chlorophenyl)-5-methyl-2-(1-methyl-1H-pyrazol-4-yl)-3-oxo-2,3-dihydropyridazine-4-carboxylic acid ethyl ester C(C)OC(=O)C=1C(N(N=C(C1C)C1=CC=C(C=C1)Cl)C=1C=NN(C1)C)=O